C(C1=CC=CC=C1)N1C2=C(SCC1=O)C=CC(=C2)N(C(=O)NC2=CC=C1C=CNC1=C2)C 1-(4-benzyl-3-oxo-3,4-dihydro-2H-benzo[b][1,4]thiazin-6-yl)-3-(1H-indol-6-yl)-1-methylurea